5-[4-(2-methoxyphenyl)-1,2,3-triazol-1-yl]-1-oxo-3H-isoindol-2-ylpiperidine-2,6-dione COC1=C(C=CC=C1)C=1N=NN(C1)C=1C=C2CN(C(C2=CC1)=O)N1C(CCCC1=O)=O